ClC=1C=C(C=C2CC(NC12)=O)B1OC(C(O1)(C)C)(C)C 7-chloro-5-(4,4,5,5-tetramethyl-1,3,2-dioxaborolan-2-yl)indolin-2-one